2,2'-azobis(2-methylbutyronitrile) N(=NC(C#N)(CC)C)C(C#N)(CC)C